1-(9H-Fluoren-9-yl)-10,10-dimethyl-3-oxo-8,8-diphenyl-2,7,9,12-tetraoxa-16-thia-4-aza-8-silanonadecan-19-oic acid C1=CC=CC=2C3=CC=CC=C3C(C12)COC(NCCO[Si](OC(COCCCSCCC(=O)O)(C)C)(C1=CC=CC=C1)C1=CC=CC=C1)=O